2-(4-((trans-3-aminocyclobutyl)amino)-5,6,7,8-tetrahydrophthalazine-1-yl)-5-ethynylphenol N[C@@H]1C[C@H](C1)NC1=NN=C(C=2CCCCC12)C1=C(C=C(C=C1)C#C)O